8-methylquinazoline-6-carbonitrile CC=1C=C(C=C2C=NC=NC12)C#N